(11S,15R)-11,15-dihydroxy-23-methoxy-13-methyl-3,13,16-triazahexacyclo[14.7.0.02,10.04,9.011,15.017,22]tricosa-1(23),2(10),4,6,8,17,19,21-octaene-12,14-dione O[C@]12C=3C4=CC=CC=C4NC3C3=C(C4=CC=CC=C4N3[C@@]2(C(N(C1=O)C)=O)O)OC